Propylene Glycol Distearate C(CCCCCCCCCCCCCCCCC)(=O)OCC(C)OC(CCCCCCCCCCCCCCCCC)=O